Acrylic acid 12-(1-methyl-2-phenylindol-6-yloxy)-dodecyl ester CN1C(=CC2=CC=C(C=C12)OCCCCCCCCCCCCOC(C=C)=O)C1=CC=CC=C1